1-(2-chloro-5-((1-methyl-1H-pyrazol-4-yl)ethynyl)pyridin-4-yl)piperidin-4-ol ClC1=NC=C(C(=C1)N1CCC(CC1)O)C#CC=1C=NN(C1)C